6-(((trans)-3,4-difluoropiperidin-1-yl)methyl)-2-(3-(3-((4-methyl-4H-1,2,4-triazol-3-yl)methyl)oxetan-3-yl)phenyl)-4-(trifluoromethyl)isoindolin-1-one F[C@@H]1CN(CC[C@H]1F)CC1=CC(=C2CN(C(C2=C1)=O)C1=CC(=CC=C1)C1(COC1)CC1=NN=CN1C)C(F)(F)F